S1(CCCCC1)(=O)=O thian-1,1-dione